5-(3-(3,3-dimethylbutoxy)-5-fluorophenyl)-4-(2-isopropylphenyl)thiazole CC(CCOC=1C=C(C=C(C1)F)C1=C(N=CS1)C1=C(C=CC=C1)C(C)C)(C)C